C(C)S(=O)(=O)N1CCC(CC1)C1=NN2C(O[C@@H](CC2)C)=C1C(=O)N[C@@H]1C(NC2=C(C(=N1)C1=CC=CC=C1)C=CC=C2F)=O (5R)-2-(1-Ethylsulfonylpiperidin-4-yl)-N-[(3S)-9-fluoro-2-oxo-5-phenyl-1,3-dihydro-1,4-benzodiazepin-3-yl]-5-methyl-6,7-dihydro-5H-pyrazolo[5,1-b][1,3]oxazine-3-carboxamide